rac-(3R)-5-[3-fluoro-5-methoxy-2-[[6-methyl-4-(methylamino)-2-pyridyl]amino]-4-pyridyl]-2,3,4,7-tetrahydro-1H-azepin-3-ol FC=1C(=NC=C(C1C=1C[C@H](CNCC1)O)OC)NC1=NC(=CC(=C1)NC)C |r|